NC=1C=CC(=C(C1)S(=O)(=O)N[C@H](C(F)(F)F)CC1=NC=CC=C1)C 5-amino-2-methyl-N-[(1S)-2,2,2-trifluoro-1-(2-pyridylmethyl)ethyl]benzenesulfonamide